tert-butyl 2-{[2-(2,6-dioxopiperidin-3-yl)-1,3-dioxoisoindol-4-yl]amino}acetate O=C1NC(CCC1N1C(C2=CC=CC(=C2C1=O)NCC(=O)OC(C)(C)C)=O)=O